NC1=C(C=NC=2N1N=CC2C(=O)OCC)C2=CC(=CC1=C2SC=C1)C ethyl 7-amino-6-(5-methylbenzo[b]thiophen-7-yl)pyrazolo[1,5-a]pyrimidine-3-carboxylate